5-isopropyl-2-(2,2,2-trifluoroethoxy)benzenesulfonamide C(C)(C)C=1C=CC(=C(C1)S(=O)(=O)N)OCC(F)(F)F